2,2,3-trimethylchroman-4-one CC1(OC2=CC=CC=C2C(C1C)=O)C